O1CC(CCC1)CCN 2-(tetrahydro-2H-pyran-3-yl)ethylamine